ClC1=CC(=NC=C1)CNC(=O)C1=CN(C2=CC(=C(C=C2C1=O)F)N1CCNCC1)C1CC1 N-((4-chloropyridin-2-yl)methyl)-1-cyclopropyl-6-fluoro-4-oxo-7-(1-piperazinyl)-1,4-dihydroquinoline-3-carboxamide